ClC1=NC(=NC(=N1)C1=CC=CC=C1)C1=CC(=CC=2C3=CC=CC=C3NC12)C1=CC=CC=C1 (4-chloro-6-phenyl-1,3,5-triazin-2-yl)-3-phenyl-9H-carbazole